3-Hydroxy-1,8-naphthalenedicarboxylic anhydride OC=1C=C2C3=C(C=CC=C3C1)C(=O)OC2=O